C1(CCCCC1)OC=1C=C(OC=2N=NNC2C(=O)O)C=CC1 4-(3-(cyclohexyloxy)phenoxy)-1H-1,2,3-triazole-5-carboxylic acid